(2S)-2-(2-chlorophenyl)-2-(methylamino)cyclohexanone hydrochloride Cl.ClC1=C(C=CC=C1)[C@@]1(C(CCCC1)=O)NC